ClC1=CC(=CC=2N1N=CC2C=2SC(=NN2)C(F)F)S(=O)(=O)NC2(CC2)C 7-chloro-3-[5-(difluoromethyl)-1,3,4-thiadiazol-2-yl]-N-(1-methylcyclopropyl)-pyrazolo[1,5-a]pyridine-5-sulfonamide